[Cl-].C(CCC)N1C=[N+](C=C1)C(CCC(CCCC(C)C)C)CCCCC(CCC(CCCC(C)C)C)CCC(CCCC(C)C)C 1-butyl-3-(14-(3,7-dimethyloctyl)-2,6,17,21-tetramethyldocosan-9-yl)-1H-imidazol-3-ium chloride